CC(C(C1=NC(=NO1)C=1C=NC=CC1)NC(N)=O)C 3-{2-methyl-1-[3-(pyridin-3-yl)-1,2,4-oxadiazol-5-yl]propyl}urea